4-((4-cyclopropyl-2-(N-methylmethanesulfonamido)phenyl)amino)-N-ethoxy-6-((5-methoxypyridin-2-yl)amino)nicotinamide 4-fluoro-1-(oxetan-2-ylmethyl)-1H-benzo[d]imidazole-6-carboxylate FC1=CC(=CC=2N(C=NC21)CC2OCC2)C(=O)O.C2(CC2)C2=CC(=C(C=C2)NC2=CC(=NC=C2C(=O)NOCC)NC2=NC=C(C=C2)OC)N(S(=O)(=O)C)C